N-(1-(2-hydroxyethyl)-7'-(trifluoromethyl)spiro[azetidine-3,4'-chromeno[4,3-d]thiazol]-2'-yl)-4,6-dimethoxypyrimidine-5-carboxamide OCCN1CC2(OC=3C=C(C=CC3C=3N=C(SC32)NC(=O)C=3C(=NC=NC3OC)OC)C(F)(F)F)C1